NCCCN1C(=NC=C1)CCCCCCCCCCCCCCCCC 1-(3-aminopropyl)-2-heptadecylimidazole